(S)-Methyl 2-(N-(4-bromobenzyl)pentanamido)-3-methylbutanoate BrC1=CC=C(CN(C(CCCC)=O)[C@H](C(=O)OC)C(C)C)C=C1